(S)-(1-(3-bromo-5-(4-methyl-1H-benzo[d]imidazol-2-yl) pyridin-4-yl)-3-methylpyrrolidin-3-yl) carbamate C(N)(O[C@@]1(CN(CC1)C1=C(C=NC=C1C1=NC2=C(N1)C=CC=C2C)Br)C)=O